N-(4-(2-((3-(dimethylamino)-2-fluoropropyl)amino)-8-isopropylpyrido[3,2-d]pyrimidin-6-yl)-2-fluorophenyl)-1-phenylmethanesulfonamide CN(CC(CNC=1N=CC2=C(N1)C(=CC(=N2)C2=CC(=C(C=C2)NS(=O)(=O)CC2=CC=CC=C2)F)C(C)C)F)C